nonanone CCCCCCCC(=O)C